ClC=1C=C(C(=NC1)OC)S(=O)(=O)NC1=CC(=C(C=C1)F)C1=CC2=C(N=C(N=C2)NC2CCC(CC2)N(C)C)N(C1=O)CC 5-chloro-N-(3-(2-((4-(dimethylamino)cyclohexyl)amino)-8-ethyl-7-oxo-7,8-dihydropyrido[2,3-d]pyrimidin-6-yl)-4-fluorophenyl)-2-methoxypyridine-3-sulfonamide